C1(CC1)C=1C2=C(N=NC1C1=CC=C(C(=C1O)F)C)N(C=C2)[C@H]2CN(CCC2)C 6-[4-cyclopropyl-7-[(3R)-1-methyl-3-piperidyl]pyrrolo[2,3-c]pyridazin-3-yl]-2-fluoro-3-methyl-phenol